C(=O)C=1C(=[N+](ON1)[O-])C(C)C 4-formyl-3-isopropyl-1,2,5-oxadiazole 2-oxide